2-[1-[(2,3-difluorophenyl)methyl]-5-oxopyrrolidin-2-yl]-N-[(1-ethyl-1H-pyrazol-3-yl)methyl]acetamid FC1=C(C=CC=C1F)CN1C(CCC1=O)CC(=O)NCC1=NN(C=C1)CC